(benzyloxy)-2-methyl-1-benzothiophene-3-carboxylic acid C(C1=CC=CC=C1)OC1=CC=CC2=C1C(=C(S2)C)C(=O)O